C[C@]1(CN(CCC1)C(=O)OC(C)(C)C)C(=O)OCC 1-tert-butyl 3-ethyl (3S)-3-methylpiperidine-1,3-dicarboxylate